2-(6-bromo-1-methyl-indazol-3-yl)-2-methyl-propanenitrile BrC1=CC=C2C(=NN(C2=C1)C)C(C#N)(C)C